O(C1=CC=CC=C1)C1=CC=C(C(=O)NCC(=O)N2C(CC(C2)C=2SC=CN2)C(=O)N)C=C1 1-((4-phenoxybenzoyl)glycyl)-4-(thiazol-2-yl)pyrrolidine-2-carboxamide